F[C@]1(CCN(CCC1)C(=O)OC(C)(C)C)C(N[C@H](C)\C=C/S(=O)(=O)C)=O tert-butyl (R)-4-fluoro-4-(((R,Z)-4-(methylsulfonyl)but-3-en-2-yl)carbamoyl)azepane-1-carboxylate